dibutyl phthalate (Di-butyl phthalate) C(CCC)C=1C(=C(C(C(=O)O)=CC1)C(=O)O)CCCC.C(C=1C(C(=O)OCCCC)=CC=CC1)(=O)OCCCC